(S)-6-((3-methylpiperidin-1-yl)methyl)imidazo[1,2-a]pyridine-8-carboxamide C[C@@H]1CN(CCC1)CC=1C=C(C=2N(C1)C=CN2)C(=O)N